O=C1NC(CCC1N1CC=2C(C1=O)=CSC2CNC(C(=O)C=2SC=CC2)=O)=O N-((5-(2,6-dioxopiperidin-3-yl)-4-oxo-5,6-dihydro-4H-thieno[3,4-c]pyrrol-1-yl)-methyl)-2-(thiophen-2-yl)-2-oxoacetamide